NC=1C(=CC(=NC1)CN1C(C2=CC=CC=C2C1CC1=NC=CC=C1Br)=O)O 2-((5-amino-4-hydroxypyridin-2-yl)methyl)-3-((3-bromopyridin-2-yl)methyl)isoindolin-1-one